2-[6-amino-5-[[1-(4-piperazin-1-ylphenyl)-3-piperidyl]oxy]pyridazin-3-yl]phenol NC1=C(C=C(N=N1)C1=C(C=CC=C1)O)OC1CN(CCC1)C1=CC=C(C=C1)N1CCNCC1